phenylethylphenylacetate (2-phenylethyl acetate) C1(=CC=CC=C1)CCCC(=O)O.C1(=CC=CC=C1)CCOC(CC1=CC=CC=C1)=O